4-((3-(3,4-dimethoxyphenethyl)-2,4-dioxo-3,4-dihydroquinazolin-1(2H)-yl)methyl)-N-hydroxybenzoamide COC=1C=C(CCN2C(N(C3=CC=CC=C3C2=O)CC2=CC=C(C(=O)NO)C=C2)=O)C=CC1OC